1,2-diamino-3-aminopropyl-4-aminobutane NC(C(CN)N)CCCCN